C(C)(=O)NC1=CC=C(C=C1)C=1NC2=CC=C(C=C2C1F)NC([C@H]1N(CCC1)C([C@H](N1CCCC1)C1=CC=CC=C1)=O)=O N-{2-[4-(acetylamino)phenyl]-3-fluoro-1H-indol-5-yl}-1-[(2R)-2-phenyl-2-(pyrrolidin-1-yl)acetyl]-L-prolinamide